2-[2-(5-chloro-thiophen-2-yl)-6-methoxy-benzimidazol-1-yl]-2,N-dicyclohexyl-acetamide ClC1=CC=C(S1)C1=NC2=C(N1C(C(=O)NC1CCCCC1)C1CCCCC1)C=C(C=C2)OC